C\C(=C/C)\CC\C=C(\CCC=C(C)C)/C (2E,6E)-3,7,11-trimethyldodeca-2,6,10-triene